N4-(benzo[d]oxazol-2(3H)-on-5-yl)-N2-(2-n-propylisoindolin-5-yl)-5-methylpyrimidine-2,4-diamine O1C(NC2=C1C=CC(=C2)NC2=NC(=NC=C2C)NC=2C=C1CN(CC1=CC2)CCC)=O